(1R,3R,5R)-3-((7-methoxy-4-(1-methyl-3-phenyl-1H-pyrazol-4-yl)pyrido[3,2-d]pyrimidin-6-yl)carbamoyl)-2-azabicyclo[3.1.0]hexane-2-carboxylic acid tert-butyl ester C(C)(C)(C)OC(=O)N1[C@@H]2C[C@@H]2C[C@@H]1C(NC=1C(=CC=2N=CN=C(C2N1)C=1C(=NN(C1)C)C1=CC=CC=C1)OC)=O